3-[2-(4-Phenoxybenzoyl)-1,2,3,4-tetrahydroisoquinolin-5-yl]-3-(7-methoxy-1-methyl-1H-benzo[d][1,2,3]triazol-5-yl)propionic acid ethyl ester C(C)OC(CC(C1=CC2=C(N(N=N2)C)C(=C1)OC)C1=C2CCN(CC2=CC=C1)C(C1=CC=C(C=C1)OC1=CC=CC=C1)=O)=O